CN1N=CC=2C1=NC(=CC2N2CC1=C(CC2)N(N=C1C)CC12CCC(CC1)(CC2)N2CCCC2)C 5-(1,6-dimethyl-1H-pyrazolo[3,4-b]pyridin-4-yl)-3-methyl-1-((4-(pyrrolidin-1-yl)bicyclo[2.2.2]octan-1-yl)methyl)-4,5,6,7-tetrahydro-1H-pyrazolo[4,3-c]pyridine